Methyl 4-{2-[(4-{[6-(5-Chloro-2-Fluorophenyl)-3-Methylpyridazin-4-yl]Amino}Pyridin-2-yl)Carbamoyl]Ethyl}Piperazin-2-Carboxylat ClC=1C=CC(=C(C1)C1=CC(=C(N=N1)C)NC1=CC(=NC=C1)NC(=O)CCN1CC(NCC1)C(=O)OC)F